C12(NNCC(C1)C2)C(=O)OC methyl 2,3-diazabicyclo[3.1.1]heptane-1-carboxylate